N-[6-[4-(4-fluoro-3-methyl-tetrahydrofuran-3-yl)piperazin-1-yl]-7-methyl-3-isoquinolyl]-5,5-dimethyl-tetrahydrofuran-3-carboxamide FC1C(COC1)(C)N1CCN(CC1)C=1C=C2C=C(N=CC2=CC1C)NC(=O)C1COC(C1)(C)C